7-(((1s,3s)-3-hydroxycyclobutyl)amino)thieno[3,2-b]pyridin-5(4H)-one OC1CC(C1)NC=1C2=C(NC(C1)=O)C=CS2